C(C)(C)(C)OC(=O)C=1C(=C(C2=CC=CC=C2C1)C1=CC=CC2=CC=CC=C12)C(=O)OC(C)(C)C di-t-butoxycarbonyl-1,1'-binaphthyl